1-(2,6-dichlorophenyl)-4-((4-((2-methoxyethyl)carbamoyl)phenyl)amino)-1H-pyrazole-3-carboxamide ClC1=C(C(=CC=C1)Cl)N1N=C(C(=C1)NC1=CC=C(C=C1)C(NCCOC)=O)C(=O)N